C(C)(C)(C)C(CCCCCN(C(O)=O)C(=O)OC(C)(C)C)S(=O)C1=CC=C(C=C1)[N+](=O)[O-].C1(=CC=CC=C1)N1C2=CC=CC=C2C=2C=C(C=CC12)C1=CC=C(C=C1)C=1C=CC=2N(C3=CC=CC=C3C2C1)C1=CC=CC=C1 1,4-bis(9-phenyl-3-carbazolyl)benzene tert-butyl-(tert-butoxycarbonyl)(6-((4-nitrophenyl)sulfinyl)hexyl)carbamate